N-(3-fluoro-4-{[2-(5-{[(2-methoxyethyl)amino]methyl}pyridin-2-yl)thieno[3,2-b]pyridin-7-yl]oxy}phenyl)-2-oxo-1-phenyl-1,2-dihydropyridine-3-carboxamide FC=1C=C(C=CC1OC1=C2C(=NC=C1)C=C(S2)C2=NC=C(C=C2)CNCCOC)NC(=O)C=2C(N(C=CC2)C2=CC=CC=C2)=O